ClC1=CC(=C(OCC2=CC=CC(=N2)OC2CCN(CC2)CC2=NC3=C(N2C[C@H]2OCC2)C=C(C=C3F)C(=O)OC)C=C1)F methyl (S)-2-((4-((6-((4-chloro-2-fluorophenoxy) methyl) pyridin-2-yl) oxy) piperidin-1-yl) methyl)-4-fluoro-1-(oxetan-2-yl-methyl)-1H-benzo[d]imidazole-6-carboxylate